styrene-itaconic anhydride C(=CC1=CC=CC=C1)C1C(C(=O)OC1=O)=C